FC(C1=CC=CC(=N1)[C@@H](CO)NC(CC)=O)F N-[(1S)-1-[6-(difluoromethyl)pyridin-2-yl]-2-hydroxyethyl]propionamide